CC=1C(=NC=CN1)CN1C(C(=CC=2C1=NC=CN2)C2CCN(CC2)C2=C(C=CC=C2)C)=O 5-((3-methylpyrazin-2-yl)methyl)-7-(1-(o-tolyl)piperidin-4-yl)pyrido[2,3-b]pyrazin-6(5H)-one